3-ethyl-2-[hydroxy(diphenyl)methyl]-N-[(2R)-2-hydroxypropyl]benzimidazole-5-carboxamide ethyl-2-(ethoxymethylene)-4,4,4-trifluoro-3-oxobutanoate C(C)OC(C(C(C(F)(F)F)=O)=COCC)=O.C(C)N1C(=NC2=C1C=C(C=C2)C(=O)NC[C@@H](C)O)C(C2=CC=CC=C2)(C2=CC=CC=C2)O